C(C(C)C)OCC1OC(OC1)=O 4-isobutoxymethyl-1,3-dioxolan-2-one